C1(CCCC1)C[C@H]1NC(N(C1=O)C1CC2(CC(C2)OC2=NC=CC=C2C(=O)N)C1)=O 2-{[(R)-6-[4-(cyclopentylmethyl)-2,5-dioxoimidazolidin-1-yl]spiro[3.3]heptan-2-yl]oxy}pyridine-3-carboxamide